ClC1=C(C=CC=C1Cl)SC=1C=CC=2C(=NC=C(N2)N2CCC(CC2)(C)NC(OC(C)(C)C)=O)N1 tert-Butyl (1-(6-((2,3-dichlorophenyl)thio)pyrido[2,3-b]pyrazin-2-yl)-4-methylpiperidin-4-yl)carbamate